C(CCCCCCCCCCC)[N+](C)(C)[O-] dodecyl-dimethylamine oxide